CC1=C(C(=O)O)C=C(N=C1Cl)N(C)C methyl-2-chloro-6-(dimethylamino)isonicotinic acid